5,10-dihydro-6H-pyrido[1,2-H][1,7]Naphthyridine-9-carboxylic acid ethyl ester C(C)OC(=O)C=1CC=C2N(CCC=3C=CC=NC23)C1